C1(CC1)C1=C(C(=NO1)C1=C(C=NC=C1Cl)Cl)COC12CCC(CC1)(CC2)COC2=NN(C=C2C)CC2COC2 3-((4-((5-Cyclopropyl-3-(3,5-dichloropyridin-4-yl)isoxazol-4-yl)methoxy)bicyclo[2.2.2]octan-1-yl)methoxy)-4-methyl-1-(oxetan-3-ylmethyl)-1H-pyrazol